CCCCC(CCCC)[2H] nonane-5-d